(2,5-dimethoxyphenyl)-5,6,7-trimethoxy-3-((phenylseleno)methyl)isochroman COC1=C(C=C(C=C1)OC)C1OC(CC2=C(C(=C(C=C12)OC)OC)OC)C[Se]C1=CC=CC=C1